(S)-1-cyano-N-(1-(4-cyano-3-(((S)-tetrahydropyran-3-yl)oxy)phenyl)-1H-imidazol-4-yl)pyrrolidine-3-carboxamide Tert-butyl-(3R,4R)-4-(4-bromophenyl)-3-fluoropiperidine-1-carboxylate C(C)(C)(C)OC(=O)N1C[C@@H]([C@H](CC1)C1=CC=C(C=C1)Br)F.C(#N)N1C[C@H](CC1)C(=O)NC=1N=CN(C1)C1=CC(=C(C=C1)C#N)O[C@@H]1COCCC1